N=1NN=NC1C1CCN(CC1)CC1=CC=C(C=C1)NC1=NC(=NC=2C=NNC(C21)=O)N2CCN(CC2)C(CC#N)=O 3-(4-(4-((4-((4-(2H-tetrazol-5-yl)piperidin-1-yl)methyl)phenyl)amino)-5-oxo-5,6-dihydropyrimido[4,5-d]pyridazin-2-yl)piperazin-1-yl)-3-oxopropanenitrile